C(C)(C)(C)OC(=O)N1CC(C1)=CC=1C=NC(=C(C1)F)[Sn](CCCC)(CCCC)CCCC 3-((5-fluoro-6-(tributylstannyl)pyridin-3-yl)methylene)azetidine-1-carboxylic acid tert-butyl ester